3-[(diisopropylamino)-[[(4R,6R)-4-[(1,3-dioxoisoindolin-2-yl)oxymethyl]-6-(2,4-dioxopyrimidin-1-yl)-2,5-dioxabicyclo[2.2.1]heptan-7-yl]oxy]phosphanyl]oxypropanenitrile C(C)(C)N(C(C)C)P(OCCC#N)OC1C2OC[C@@]1(O[C@H]2N2C(NC(C=C2)=O)=O)CON2C(C1=CC=CC=C1C2=O)=O